2-(4-(2-((4-chloro-2-fluorobenzyl)oxy)pyridin-3-yl)benzyl)-1-(oxazol-5-ylmethyl)-1H-benzo[d]imidazol-6-carboxylic Acid ClC1=CC(=C(COC2=NC=CC=C2C2=CC=C(CC3=NC4=C(N3CC3=CN=CO3)C=C(C=C4)C(=O)O)C=C2)C=C1)F